BrC1=CC(=C(C=C1)NS(=O)(=O)C(F)(F)F)F N-(4-bromo-2-fluorophenyl)-1,1,1-trifluoromethanesulfonamide